CC1(CN(CCO1)C1=CC(=C(C(=N1)N1C(N(C(=C1)C)CC=1C=NN(C1)CC)=O)C)C(F)(F)F)C 1-[6-(2,2-dimethylmorpholin-4-yl)-3-methyl-4-(trifluoromethyl)pyridin-2-yl]-3-[(1-ethyl-1H-pyrazol-4-yl)methyl]-4-methyl-1,3-dihydro-2H-imidazol-2-one